COC1=CC=C2C(=N1)NC=C2C2=CC=1N(C=C2)N=CC1C(=O)NC1CCN(CC1)C 5-(6-methoxy-1H-pyrrolo[2,3-b]pyridin-3-yl)-N-(1-methylpiperidin-4-yl)pyrazolo[1,5-a]pyridine-3-carboxamide